1,1,1,3,3,3-hexafluoropropan-2-yl 1-((1,2,3,4-tetrahydroquinolin-8-yl) methyl)-1,8-diazaspiro[4.5]decane-8-carboxylate N1CCCC2=CC=CC(=C12)CN1CCCC12CCN(CC2)C(=O)OC(C(F)(F)F)C(F)(F)F